2-((3'-(4-Cyano-2-fluorobenzyloxy)-3-fluorobiphenyl-4-yl)methyl)-1-(2-methoxyethyl)-1H-benzo[d]imidazole-6-carboxylic acid C(#N)C1=CC(=C(COC=2C=C(C=CC2)C2=CC(=C(C=C2)CC2=NC3=C(N2CCOC)C=C(C=C3)C(=O)O)F)C=C1)F